ClC=1C=NN2C1N=C(C=C2)O 3-chloropyrazolo[1,5-a]pyrimidin-5-ol